3,6-bis(10-phenylphenazine-5(10H)-yl)-9H-carbazole C1(=CC=CC=C1)N1C2=CC=CC=C2N(C=2C=CC=CC12)C=1C=CC=2NC3=CC=C(C=C3C2C1)N1C=2C=CC=CC2N(C2=CC=CC=C12)C1=CC=CC=C1